COC=1C(=NC=CC1)N1C=C2C(=C1)CNC2 5-(3-Methoxypyridin-2-yl)-1,2,3,5-tetrahydropyrrolo[3,4-c]pyrrole